2,5-bis(2,6-diisopropylphenyl)imidazo[1,5-a]pyridin-2-ium chloride [Cl-].C(C)(C)C1=C(C(=CC=C1)C(C)C)[N+]1=CN2C(C=CC=C2C2=C(C=CC=C2C(C)C)C(C)C)=C1